N,N-diacrylamine C(=O)(C=C)NC(=O)C=C